The molecule is a polypeptide mimotope of the pyruvate dehydrogenase E2 component (PDC-E2) comprising a 2-(trifluoromethyl)benzoyl group linked to the lipoated PDC-E2 core dodecapeptide (DKATIGFEVQEE) at N-6 of lysine. It has a role as a mimotope. It is a polypeptide and a lipopeptide. CC[C@H](C)[C@@H](C(=O)NCC(=O)N[C@@H](CC1=CC=CC=C1)C(=O)N[C@@H](CCC(=O)O)C(=O)N[C@@H](C(C)C)C(=O)N[C@@H](CCC(=O)N)C(=O)N[C@@H](CCC(=O)O)C(=O)N[C@@H](CCC(=O)O)C(=O)O)NC(=O)[C@H]([C@@H](C)O)NC(=O)[C@H](C)NC(=O)[C@H](CCCCNC(=O)C2=CC=CC=C2C(F)(F)F)NC(=O)[C@H](CC(=O)O)NC(=O)C